3-(3'-adamantan-1-yl-4'-hydrazinocarbonylmethoxy-biphenyl-4-yl)-acrylic acid trifluoroacetate salt FC(C(=O)O)(F)F.C12(CC3CC(CC(C1)C3)C2)C=2C=C(C=CC2OCC(=O)NN)C2=CC=C(C=C2)C=CC(=O)O